C(C)C1=C(C=CC(=C1)OC1=C(C=CC=C1)F)NC1=NC2=CC=CC=C2C=C1 N-(2-ethyl-4-(2-fluorophenoxy)phenyl)quinolin-2-amine